BrC1=CC=C2C(=CNC2=C1)C1(NC2=CC=CC=C2C1=O)C1=CC=CC=C1 2-(6-bromo-1H-indol-3-yl)-2-phenylindol-3-one